3-(4-chloro-3-(trifluoromethyl)phenylamino)-4-methoxycyclobut-3-ene-1,2-dione ClC1=C(C=C(C=C1)NC=1C(C(C1OC)=O)=O)C(F)(F)F